(E)-N'-(3,5-dimethoxybenzylidene)-6-isopropylpyrazine-2-carbohydrazide COC=1C=C(\C=N\NC(=O)C2=NC(=CN=C2)C(C)C)C=C(C1)OC